ClC1=CC=C(C=C1)C1=CC(=CC=C1C1CC1)N(C1=CC(N(C=2C=CC(=NC12)C#N)C)=O)CC1CC1 8-((4'-chloro-6-cyclopropyl-[1,1'-biphenyl]-3-yl)(cyclopropylmethyl)amino)-5-methyl-6-oxo-5,6-dihydro-1,5-naphthyridine-2-carbonitrile